FC=1C=C2C=C(C(=NC2=CC1C(=O)N1[C@H](CN(CC1)C(=O)OC(C)(C)C)CCO)OC)C tertbutyl (S)-4-(6-fluoro-2-methoxy-3-methylquinoline-7-carbonyl)-3-(2-hydroxyethyl)piperazine-1-carboxylate